OC1C(C(NO1)=O)(C)C 5-hydroxy-4,4-dimethyl-isoxazolidin-3-one